ICCC(C)(O)C 4-iodo-2-methylbutan-2-ol